C(#N)C1=CC=C(S1)B(O)O 5-CYANOTHIOPHENE-2-BORONIC ACID